O1C(OCC1)CCC[Mg]Cl (3-(1,3-dioxolan-2-yl)propyl)magnesium chloride